BrC=1NC2=C(C=CC=C2C1C=O)F 2-bromo-7-fluoro-1H-indole-3-carbaldehyde